COC1=CC=C(C=C1)CN(C1=NC(=NC=2N1N=CC2C2CCC2)N2CCOCC2)CC2=CC=C(C=C2)OC 1-[4-{bis[(4-methoxyphenyl)methyl]amino}-2-(morpholin-4-yl)pyrazolo[1,5-a][1,3,5]triazin-8-yl]cyclobutan